3,3-dimethylocta-7-enoic acid CC(CC(=O)O)(CCCC=C)C